(2S,3R)-p-methylsulfonylphenylserine methyl ester COC([C@@H](NC1=CC=C(C=C1)S(=O)(=O)C)CO)=O